11-((N-(3-Hexylundecanoyl)-N-methylglycyl)oxy)-6-((4-hydroxybutyl)(methyl)-amino)-undecyl 9-(((pentylthio)methyl)thio)nonanoate C(CCCC)SCSCCCCCCCCC(=O)OCCCCCC(CCCCCOC(CN(C)C(CC(CCCCCCCC)CCCCCC)=O)=O)N(C)CCCCO